(2E)-N-[4-[(3-chloro-4-fluorophenyl)amino]-7-methoxy-6-quinazolinyl]-4-(1-piperidinyl)-2-butenamide ClC=1C=C(C=CC1F)NC1=NC=NC2=CC(=C(C=C12)NC(\C=C\CN1CCCCC1)=O)OC